CNC(=O)C1=NN(C(C2=CC=CC=C12)=O)CCC 3,4-Dihydro-N-methyl-4-oxo-3-propyl-1-phthalazinecarboxamide